[Cl-].C(CCCCCCC)[N+](C)(C)CC octyl-ethyl-dimethyl-ammonium chloride